3-Acetyl-2-methylfuro[3,2-g]quinoline-4,9-dione C(C)(=O)C1=C(OC2=C1C(C=1C=CC=NC1C2=O)=O)C